S(=O)(=O)([O-])[O-].[NH4+].[NH4+].[NH4+].[NH4+].S(=O)(=O)([O-])[O-] tetraammonium sulphate